1,3-dimethoxy-[[4-[5-(trifluoromethyl)-1,2,4-oxadiazol-3-yl]phenyl]methyl]urea CON(C(=O)NOC)CC1=CC=C(C=C1)C1=NOC(=N1)C(F)(F)F